(2S)-2-[[(E)-3-(1,3-benzodioxol-5-yl)prop-2-enoyl]amino]-N-[4-(hydroxycarbamoyl)phenyl]-3-thiazol-4-yl-propionamide O1COC2=C1C=CC(=C2)/C=C/C(=O)N[C@H](C(=O)NC2=CC=C(C=C2)C(NO)=O)CC=2N=CSC2